FC=1C=C(O[C@H](CNC(OC(C)(C)C)=O)C)C=C(C1)[N+](=O)[O-] tert-butyl (S)-(2-(3-fluoro-5-nitrophenoxy)propyl)carbamate